NC1=C(C(=NN1C(C1=CC(=CC=C1)F)=O)C1=CC=CC=C1)CC1=CC=C(C=C1)S(=O)(=O)N 4-((5-amino-1-(3-fluorobenzoyl)-3-phenyl-1H-pyrazol-4-yl)methyl)benzenesulfonamide